(E)-1-(2-chlorophenyl)-3-(4-((E)-3-(3,4-dimethoxyphenyl)-3-oxoprop-1-en-1-yl)phenyl)prop-2-en-1-one ClC1=C(C=CC=C1)C(\C=C\C1=CC=C(C=C1)\C=C\C(=O)C1=CC(=C(C=C1)OC)OC)=O